5-(1-methyl-3-(trifluoromethyl)-1H-pyrazol-4-yl)-2-((5-methylpyridin-2-yl)methyl)-3,4-dihydroisoquinolin-1(2H)-one CN1N=C(C(=C1)C1=C2CCN(C(C2=CC=C1)=O)CC1=NC=C(C=C1)C)C(F)(F)F